CC=1C=CC(=C(C1)O)C1=C2C(=C(N=N1)N[C@H]1CN(CCC1)C)C=NC=C2 5-Methyl-2-[4-[[(3R)-1-methyl-3-piperidyl]amino]pyrido[3,4-d]pyridazin-1-yl]phenol